tert-Butyl 3-(3-bromo-2,5-difluorobenzyl)-5-fluoro-4-oxo-2-azabicyclo[3.1.1]heptane-2-carboxylate BrC=1C(=C(CC2N(C3CC(C2=O)(C3)F)C(=O)OC(C)(C)C)C=C(C1)F)F